6-Chloro-3-[(1R)-1-[3,6-dimethyl-2-(2-methylthiazolo[5,4-b]pyridin-5-yl)-4-oxo-chromen-8-yl]ethoxy]pyridine-2-sulfonamide ClC1=CC=C(C(=N1)S(=O)(=O)N)O[C@H](C)C=1C=C(C=C2C(C(=C(OC12)C1=CC=C2C(=N1)SC(=N2)C)C)=O)C